tertbutyl-4-{[(trifluoromethyl)sulfonyl]oxy}-5,6-dihydropyridin C(C)(C)(C)C1=NCCC(=C1)OS(=O)(=O)C(F)(F)F